C1(CCC1)OC=1C=C2C(=NNC(C2=CC1)=O)CC1=CC(=C(C=C1)F)S(=O)(=O)N1CC(C1)NC 6-cyclobutoxy-4-(4-fluoro-3-((3-(methylamino)azetidin-1-yl)sulfonyl)benzyl)phthalazin-1(2H)-one